1-(1-(5-chloro-3-(2-(dimethylamino)pyridin-4-yl)-2-methoxy-4-methylphenyl)ethyl)-3-methyl-1H-pyrazolo[3,4-d]pyrimidin ClC=1C(=C(C(=C(C1)C(C)N1N=C(C=2C1=NC=NC2)C)OC)C2=CC(=NC=C2)N(C)C)C